C(C)(=O)OCC(COC(C)=O)(C)COS(=O)(=O)ON1[C@@H]2CC[C@H](N(C1=O)C2)C(N)=O 2-((((((2S,5R)-2-carbamoyl-7-oxo-1,6-diazabicyclo[3.2.1]octan-6-yl)oxy)sulfonyl)oxy)methyl)-2-methylpropane-1,3-diyl diacetate